C(C)(C)(C)OC(=O)N(C(OC(C)(C)C)=O)C1=NC=CC(=C1F)C1=C(C=2C(NCCC2N1)=O)NC1=C(C(=CC=C1)F)C tert-butyl N-(tert-butoxycarbonyl)-N-(3-fluoro-4-[3-[(3-fluoro-2-methylphenyl)amino]-4-oxo-1H,5H,6H,7H-pyrrolo[3,2-c]pyridin-2-yl]pyridin-2-yl)carbamate